BrC=1C(=NC(=NC1C)C1CC1)NNS(=O)(=O)C1=CC=C(C=C1)C N'-(5-bromo-2-cyclopropyl-6-methyl-pyrimidin-4-yl)-4-methylbenzenesulfonohydrazide